syn-Thymine N1C(=O)NC(=O)C(C)=C1